BrC1=C(C=C2C(=NC(N3C2=C1SCC3)=O)N3[C@@H](CN(CC3)C(=O)[O-])CS(=O)(=O)C)Cl (S)-4-(10-bromo-9-chloro-5-oxo-2,3-dihydro-5H-[1,4]thiazino[2,3,4-ij]quinazolin-7-yl)-3-((methylsulfonyl)methyl)piperazine-1-carboxylate